BrC1=CC=C(C=2N=CC=NC12)C(=O)NC=1C=C(C=2N(C1)C=C(N2)C)F 8-bromo-N-(8-fluoro-2-methyl-imidazo[1,2-a]pyridin-6-yl)quinoxaline-5-carboxamide